[I-].C[N+](C[C@@H]1O[C@@H](OC1)C)(C)C cis-trimethyl-(2-methyl-[1,3]dioxolan-4-ylmethyl)ammonium iodide